BrC=1C=C2C(=NC1)CC=1C2=NN(C1)C1OCCCC1 7-bromo-2-(tetrahydro-2H-pyran-2-yl)-2,4-dihydropyrazolo[3',4':3,4]cyclopenta[1,2-b]pyridine